CC1=CC=CC=2C3=CC=CC=C3C(C12)C 1,9-dimethylfluorene